(S)-2-(3,5-Dibromothiophen-2-carboxamido)-N1-(1-(2-(2-adamantylamino)-2-oxoethyl)-2-oxo-1,2-dihydropyridin-3-yl)-N6-methyl-5-oxohexandiamid BrC1=C(SC(=C1)Br)C(=O)N[C@H](C(=O)NC=1C(N(C=CC1)CC(=O)NC1C2CC3CC(CC1C3)C2)=O)CCC(C(=O)NC)=O